2-aminoimidazole-5-methanol NC=1NC(=CN1)CO